2-[(5-Methoxypyridin-2-yl)methoxy]-N-(1-methyl-6-oxo-1,6-dihydropyridazin-3-yl)pyridine-4-carboxamide COC=1C=CC(=NC1)COC1=NC=CC(=C1)C(=O)NC1=NN(C(C=C1)=O)C